3-{1-[(2-chloro-5-fluoropyridin-3-yl)oxy]ethyl}-5-fluoropyridin-1-ium-1-olate ClC1=NC=C(C=C1OC(C)C=1C=[N+](C=C(C1)F)[O-])F